3-(3-chlorophenyl)-7-(4-methylpiperazin-1-yl)-2H-chromen-2-one ClC=1C=C(C=CC1)C=1C(OC2=CC(=CC=C2C1)N1CCN(CC1)C)=O